O=C(CC[C@H]1NC(OC1)=O)N1CC(C1)C1=CC=C(C=C1)N1CC(CC1)C(F)(F)F (4R)-4-[3-Oxo-3-[3-[4-[3-(trifluoro-methyl)pyrrolidin-1-yl]phenyl]azetidin-1-yl]propyl]oxazolidin-2-one